O1COC2=C1C=CC(=C2)N(C2C(C(C(C(O2)C(=O)O)O)O)O)C2=NC1=C(C=CC=C1C=C2)Cl 6-(benzo[d][1,3]dioxol-5-yl(8-chloroquinolin-2-yl)amino)-3,4,5-trihydroxytetrahydro-2H-pyran-2-carboxylic acid